(1-methyl-1H-indol-3-yl)methanamine CN1C=C(C2=CC=CC=C12)CN